(Z)-7-Hexadecen-1-ol C(CCCCC\C=C/CCCCCCCC)O